C(C)(C)(C)C1=NOC(=C1)C[C@@H]1[C@@H]([C@H]([C@H]([C@H](O1)CO)O)N1N=NC(=C1)C1=CC(=C(C(=C1)F)F)F)OC (2R,3R,4S,5R,6R)-6-((3-(tert-butyl)isoxazol-5-yl)methyl)-2-(hydroxymethyl)-5-methoxy-4-(4-(3,4,5-trifluorophenyl)-1H-1,2,3-triazol-1-yl)tetrahydro-2H-pyran-3-ol